N1=NC(=CC2=C1C1=C(CCC2)C=CC=C1)N1N=C(N=C1N)NC1=CC(=C(C=C1)OCCN1CCCC1)F 1-(6,7-dihydro-5H-benzo[6,7]cyclohepta[1,2-c]pyridazin-3-yl)-N3-(3-fluoro-4-(2-(pyrrolidin-1-yl)ethoxy)phenyl)-1H-1,2,4-triazole-3,5-diamine